octenamine dihydrochloride Cl.Cl.C(=CCCCCCC)N